2-azido-2-fluoro-1-(o-tolyl)ethane-1-one N(=[N+]=[N-])C(C(=O)C1=C(C=CC=C1)C)F